4-((2,5-dimethyl-4,5-dihydro-[1,2,4]triazolo[1,5-a]quinoxalin-6-yl)amino)-6-(2-(dimethylamino)acetamido)-N-(methyl-d3)pyridazine-3-carboxamide CC1=NN2C(CN(C3=C(C=CC=C23)NC2=C(N=NC(=C2)NC(CN(C)C)=O)C(=O)NC([2H])([2H])[2H])C)=N1